methyl (1r,4S,6'S)-4-(3-chloro-2-fluoroanilino)-6'-[(2R)-3-hydroxy-2-methylpropyl]-6',7'-dihydro-2'H-spiro[cyclohexane-1,5'-indeno[5,6-d][1,3]dioxole]-4-carboxylate ClC=1C(=C(NC2(CCC3([C@H](CC4=CC=5OCOC5C=C34)C[C@H](CO)C)CC2)C(=O)OC)C=CC1)F